C1(CCCC1)N(S(=O)(=O)C1=CC=C(C=C1)CC=1OC=CC1)CC=1C=C2CCCN(C2=CC1)CC N-cyclopentyl-N-((1-ethyl-1,2,3,4-tetrahydroquinolin-6-yl)methyl)-4-(furan-2-ylmethyl)benzenesulfonamide